C(CC(O)(C(=O)[O-])CC(=O)[O-])(=O)[O-].[K+].C(C(O)CC(=O)O)(=O)O.[K+].[K+] malic acid potassium citrate